ClC=1C=NC(=C(C=O)C1)O 5-CHLORO-2-HYDROXYNICOTINALDEHYDE